1-formyl-8-azabicyclo[3.2.1]octane-8-carboxylic acid tert-butyl ester C(C)(C)(C)OC(=O)N1C2(CCCC1CC2)C=O